[Si](C1=CC=CC=C1)(C1=CC=CC=C1)(C(C)(C)C)OC[C@@H]1CO[C@@H](CN1C(=O)OC(C)(C)C)C(NC(C)(C)C1=NC=C(C(=C1F)C)F)=O tert-butyl (2S,5S)-5-(((tert-butyldiphenylsilyl)oxy)methyl)-2-((2-(3,5-difluoro-4-methylpyridin-2-yl)propan-2-yl)carbamoyl)morpholine-4-carboxylate